NC=1C=C(C=CC1Cl)NC(COC1=C(C=C(C=C1)C(C)(C)CC)C(C)(C)CC)=O N1-(3-amino-4-chlorophenyl)-2-[2,4-di(t-amyl)phenoxy]acetamide